1,2,3,4-butanetetracarboxylic acid tetra(4-methylcyclohexylamide) CC1CCC(CC1)NC(=O)CC(C(CC(=O)NC1CCC(CC1)C)C(=O)NC1CCC(CC1)C)C(=O)NC1CCC(CC1)C